di-(p-chlorophenyl)methylene(cyclopentadienyl)(3,6-di-tert-butylfluorenyl)zirconium dichloride [Cl-].[Cl-].ClC1=CC=C(C=C1)C(=[Zr+2](C1=CC(=CC=2C3=CC(=CC=C3CC12)C(C)(C)C)C(C)(C)C)C1C=CC=C1)C1=CC=C(C=C1)Cl